rac-(5aR,10bS)-8,10-dimethoxy-5a-(4-methoxyphenyl)-2-morpholino-5-phenyl-5a,10b-dihydro-5H-benzofuro[2',3':4,5]cyclopenta[1,2-d]pyrimidin-10b-ol COC1=CC2=C(C(=C1)OC)[C@]1([C@](C(C3=C1N=C(N=C3)N3CCOCC3)C3=CC=CC=C3)(O2)C2=CC=C(C=C2)OC)O |r|